C1([15NH]C(C2=CC=CC=C12)=O)=O isoindoline-1,3-dione-15N